C(C)(=O)O.C(C)(=O)O.C(C1=CC=CC=C1)OC(CO)=O Hydroxyacetic Benzyl Ester Diacetate